β-dodecyl-aminopropionic acid potassium [K].C(CCCCCCCCCCC)CC(C(=O)O)N